2,2,3,3-tetramethyl-7-aza-4-oxa-3-silaoctane CC(C)([Si](OCCNC)(C)C)C